tert-butyl N-[3-[5-(2,5-difluorophenyl)-3-[methyl-[2-[2-[2-[2-[2-(4-piperidyloxy)ethoxy]ethoxy]ethoxy] ethoxy]ethyl]carbamoyl]-2-phenyl-1,3,4-thiadiazol-2-yl]propyl]carbamate FC1=C(C=C(C=C1)F)C1=NN(C(S1)(C1=CC=CC=C1)CCCNC(OC(C)(C)C)=O)C(N(CCOCCOCCOCCOCCOC1CCNCC1)C)=O